(R)-2-(5-amino-2-(furan-2-yl)-7H-pyrazolo[4,3-e][1,2,4]triazolo[1,5-c]pyrimidin-7-yl)-(trans)-N-(3-hydroxycyclobutyl)-2-phenylpropanamide NC1=NC2=C(C=3N1N=C(N3)C=3OC=CC3)C=NN2[C@](C(=O)N[C@@H]2C[C@H](C2)O)(C)C2=CC=CC=C2